Cl.N[C@H](C(=O)N1[C@@H]2CC([C@H]([C@H]1C(=O)N[C@H](C(=O)N)C[C@H]1C(NCCC1)=O)CC2)(F)F)CC2CCC2 (1S,3S,4S)-2-[(2S)-2-amino-3-cyclobutyl-propanoyl]-N-[(1S)-2-amino-2-oxo-1-[[(3S)-2-oxo-3-piperidyl]methyl]ethyl]-5,5-difluoro-2-azabicyclo[2.2.2]octane-3-carboxamide hydrochloride